1-(4-Chloro-3,5-difluorophenyl)-N-cyclopropyl-1H-pyrrolo[2,3-b]pyridine-2-carboxamide ClC1=C(C=C(C=C1F)N1C(=CC=2C1=NC=CC2)C(=O)NC2CC2)F